tert-butyl 4-((6-(2-allyl-6-((1-methyl-1H-indol-5-yl)amino)-3-oxo-2,3-dihydro-1H-pyrazolo[3,4-d]pyrimidin-1-yl)pyridin-2-yl)oxy)piperidine-1-carboxylate C(C=C)N1N(C2=NC(=NC=C2C1=O)NC=1C=C2C=CN(C2=CC1)C)C1=CC=CC(=N1)OC1CCN(CC1)C(=O)OC(C)(C)C